3-morpholinyl-1-(4-(2-oxo-piperidin-1-yl)phenyl)pyridine-2(1H)-one N1(CCOCC1)C=1C(N(C=CC1)C1=CC=C(C=C1)N1C(CCCC1)=O)=O